bismuth(III) chloride oxide [Bi-2](Cl)(Cl)(Cl)=O